O=C1N(CC2=CC(=CC=C12)CN1CCN(CC1)C1=NC(=CC=C1)C(F)(F)F)N1C(NC(CC1)=O)=O 1-(1-oxo-5-((4-(6-(trifluoromethyl)pyridin-2-yl)piperazin-1-yl)methyl)isoindolin-2-yl)dihydropyrimidine-2,4(1H,3H)-dione